(R)-N-(7-(6-(1-hydroxybutyl)-4-methylpyridin-3-yl)-2,6-naphthyridin-3-yl)-2-methoxypropanamide OC(CCC)C1=CC(=C(C=N1)C1=NC=C2C=C(N=CC2=C1)NC([C@@H](C)OC)=O)C